methyl N-{1-[4-fluoro-3-(trifluoromethyl)phenyl]cyclobutyl}-N-{[(2R)-pyrrolidin-2-yl]methyl}carbamate FC1=C(C=C(C=C1)C1(CCC1)N(C(OC)=O)C[C@@H]1NCCC1)C(F)(F)F